C(C)(C)(C)OC(=O)N1C[C@H](N(CC1)C1=NC=C(C=N1)C(F)(F)F)C (R)-3-methyl-4-(5-(trifluoromethyl)pyrimidin-2-yl)piperazine-1-carboxylic acid tert-butyl ester